COC=1C(=NC=C(C1)[N+](=O)[O-])O[C@@H]1CN(CC1)C (S)-3-methoxy-2-((1-methylpyrrolidin-3-yl)oxy)-5-nitropyridine